propan-2-ylbismuthanethione CC(C)[Bi]=S